N1=C(C=CC2=CC=CC=C12)C=C1CC(=C(C(=O)O)C=C1)N 4-(2-quinolinylmethylene)-aminobenzoic acid